FC(C=1N(C2=C(C=NC(=C2C2=CC=CC=C2)C)N1)CC1=C(C=C(C=N1)[S@@](=O)(C)=N)F)F (S)-(6-((2-(difluoromethyl)-6-methyl-7-phenyl-1H-imidazo[4,5-c]pyridin-1-yl)methyl)-5-fluoropyridin-3-yl)(imino)(methyl)-λ6-sulfanone